C(C)(C)(C)C1=CC=2C(C3=CC(=CC=C3C2C=C1)C(C)(C)C)C=C1CC(=NC=C1)C1=NC=CC=C1 4'-((2,7-di-tert-butyl-9H-fluoren-9-yl)methylene)bipyridine